2-[(5,6-Diphenylpyrazin-2-yl)sulfanyl]-N-methylbutanamide C1(=CC=CC=C1)C=1N=CC(=NC1C1=CC=CC=C1)SC(C(=O)NC)CC